2-chloro-5,6-dimethyl-3-(trifluoromethyl)pyridine ClC1=NC(=C(C=C1C(F)(F)F)C)C